C(CC\C=C\CCCCC)OP(O)(O)=O Phosphoric acid mono-((E)-dec-4-enyl) ester